methyl-3-fluoro-4-methyl-5-((3-(9-(tetrahydro-2H-pyran-2-yl)-9H-purin-6-yl) pyridin-2-yl)amino)benzoate COC(C1=CC(=C(C(=C1)NC1=NC=CC=C1C1=C2N=CN(C2=NC=N1)C1OCCCC1)C)F)=O